4-(3-(3-fluoro-7-hydroxy-1-methyl-9H-pyrido[3,4-b]indol-9-yl)propyl)piperazine-1-carboxylic acid tert-butyl ester C(C)(C)(C)OC(=O)N1CCN(CC1)CCCN1C2=C(C3=CC=C(C=C13)O)C=C(N=C2C)F